O1C=CC2=C1C=C(C=C2)OC2=NC=CC(=C2)N2C(N[C@](C2=O)(C)CC)=O (5R)-3-[2-(benzofuran-6-yloxy)-4-pyridyl]-5-ethyl-5-methylimidazolidine-2,4-dione